COC=1C=C2C(=CC=NC2=CC1OC)OC1=CC=C(C=C1)NC(=O)C1=CN(C2=CC=CC=C2C1=O)C1=CC=CC=C1 N-(4-((6,7-dimethoxyquinolin-4-yl)oxy)phenyl)-4-oxo-1-phenyl-1,4-dihydroquinolin-3-carboxamide